C(C)(C)(C)S(=O)(=O)C1=NC=CC(=C1)C(=O)NC12CC(C1)(C2)C=2SC1=C(N2)C=C(C=C1)Cl 2-tert-butylsulfonyl-N-[3-(5-chloro-1,3-benzothiazol-2-yl)-1-bicyclo[1.1.1]pentanyl]pyridine-4-carboxamide